4-[4-(cyclopropylamino)-1-piperidyl]-2-methyl-N-[6-methyl-8-(pyrazol-1-ylmethyl)imidazo[1,2-a]pyrazin-2-yl]indazole-7-carboxamide C1(CC1)NC1CCN(CC1)C=1C2=CN(N=C2C(=CC1)C(=O)NC=1N=C2N(C=C(N=C2CN2N=CC=C2)C)C1)C